CC1=CC2=C(N=C(N=C2NCCCC2=CC=C(C=C2)C2=CC=C(C=C2)OC(F)(F)F)C=2C=NN(C2)C)S1 6-methyl-2-(1-methyl-1H-pyrazol-4-yl)-N-(3-(4'-(trifluoromethoxy)-[1,1'-biphenyl]-4-yl)propyl)thieno[2,3-d]pyrimidin-4-amine